2-(diethylamino)-1-(5-methoxy-1H-pyrrolo[2,3-b]pyridin-3-yl)ethan-1-one C(C)N(CC(=O)C1=CNC2=NC=C(C=C21)OC)CC